N-{(1R)-1-[3-(difluoromethyl)-2-fluorophenyl]ethyl}-2-methyl-6-[(3aRS,6aSR)-5-methylhexahydropyrrolo[3,4-c]pyrrol-2(1H)-yl]pyrido[3,4-d]pyrimidin-4-amine FC(C=1C(=C(C=CC1)[C@@H](C)NC=1C2=C(N=C(N1)C)C=NC(=C2)N2C[C@@H]1CN(C[C@@H]1C2)C)F)F |&1:24,28|